4-(cyclohexylmethyl)-3-(pyridin-3-ylmethyl)-4,5-dihydro-1,2,4-oxadiazol-5-one C1(CCCCC1)CN1C(=NOC1=O)CC=1C=NC=CC1